N-(2,2-difluoroethyl)-6-(2-((2,2-difluoropropyl)amino)-7H-pyrrolo[2,3-d]pyrimidin-5-yl)imidazo[1,2-a]pyridine-3-carboxamide FC(CNC(=O)C1=CN=C2N1C=C(C=C2)C2=CNC=1N=C(N=CC12)NCC(C)(F)F)F